C1CCC2=C(C=3CCCC3C=C12)NC(=O)NS(=O)(=O)\C=C\[C@@]1(NCCC1)C (R,E)-N-((1,2,3,5,6,7-Hexahydro-s-indacen-4-yl)carbamoyl)-2-(2-methylpyrrolidin-2-yl)ethen-1-sulfonamid